COC1=CC=C(C(=O)N2C3=C(OCC2)C(=CN=C3)C3=CC=C(C#N)C=C3)C=C1 4-(4-(4-methoxybenzoyl)-3,4-dihydro-2H-pyrido[4,3-b][1,4]oxazin-8-yl)benzonitrile